7-methylsulfonyl-1-(2-trimethylsilylethoxymethyl)indole-6-carbonitrile CS(=O)(=O)C=1C(=CC=C2C=CN(C12)COCC[Si](C)(C)C)C#N